COC([O-])=O.C(C)N1C=[N+](C=C1)CC 1,3-diethylimidazolium methyl-carbonate